OC1(CC(C1)C(=O)N1CC2(C1)CC(C2)C2=CC(=CC=C2)C(C)C)C ((1s,3s)-3-Hydroxy-3-methylcyclobutyl)(6-(3-isopropylphenyl)-2-azaspiro[3.3]heptan-2-yl)methanon